dipropyl-benzyl alcohol C(CC)C(C1=CC=CC=C1)(CCC)O